N(=[N+]=[N-])CCCCCC#C 7-azidohept-1-yn